palladium hydrate 3-pyridinesulfonate N1=CC(=CC=C1)S(=O)(=O)[O-].O.[Pd+2].N1=CC(=CC=C1)S(=O)(=O)[O-]